C(C)(=O)N1CCC=2C1=NC=CC2N2CC1(CC2)OCCN(C1)C(=O)OC(C)(C)C tert-butyl 2-(1-acetyl-2,3-dihydro-1H-pyrrolo[2,3-b]pyridin-4-yl)-6-oxa-2,9-diazaspiro[4.5]decane-9-carboxylate